O=C1C(=CNC2=CC=C(C=C12)NCC1=CC=C(C=C1)C(F)(F)F)C(=O)O 4-oxo-6-((4-(trifluoromethyl)benzyl)amino)1,4-dihydroquinoline-3-carboxylic acid